2-(2-(Ethoxymethoxy)-3-methyl-4-(trifluoromethyl)phenyl)-4,4,5,5-tetramethyl-1,3,2-dioxaborolane C(C)OCOC1=C(C=CC(=C1C)C(F)(F)F)B1OC(C(O1)(C)C)(C)C